CC1=NN(C(=C1)C)C1=CC=C(C=C1)[C@@H]1N(C[C@H](CC1)C)C(C(=O)NC=1C=C(C=NC1)C(=O)N)=O |r| rac-5-{2-[(2R,5S)-2-[4-(3,5-dimethyl-1H-pyrazol-1-yl)phenyl]-5-methylpiperidin-1-yl]-2-oxoacetamido}pyridine-3-carboxamide